(Z)-2-cyano-N-(2,5,8,11,14,17-hexaoxanonadec-19-yl)-3-(6-(piperidin-1-yl)naphthalen-2-yl)but-2-enamide C(#N)/C(/C(=O)NCCOCCOCCOCCOCCOCCOC)=C(\C)/C1=CC2=CC=C(C=C2C=C1)N1CCCCC1